(±)-methyl 5-[8-chloro-3-[[cis-2-fluorocyclopropanecarbonyl]amino]-6-isoquinolyl]-4-ethyl-pyridine-2-carboxylate ClC=1C=C(C=C2C=C(N=CC12)NC(=O)[C@H]1[C@H](C1)F)C=1C(=CC(=NC1)C(=O)OC)CC |r|